C(CC)C(CCC)NC(=O)C1=NC(=C(N=C1)C)C 5,6-dimethylpyrazine-2-carboxylic acid (1-propylbutyl)amide